C(C)(=O)N1CCC(CC1)C(C(=O)O)(CCCCB(O)O)N 2-(1-acetylpiperidin-4-yl)-2-amino-6-boronohexanoic acid